Benzyloxyphthalide 2,2,3,3-tetrafluoropropyl-methacrylate FC(COC(C(=C)C)=O)(C(F)F)F.C(C1=CC=CC=C1)OC1OC(=O)C2=CC=CC=C12